C(#N)C=1C=C(C=CC1)C=1N=C(SC1C1=CC(=NC(=C1)C)C(C)O)NC(=O)N1CC2(COC2)C1 N-[4-(3-cyanophenyl)-5-[2-(1-hydroxyethyl)-6-methyl-4-pyridinyl]thiazol-2-yl]-2-oxa-6-azaspiro[3.3]heptane-6-carboxamide